ClC1=CC=C(C=C1)C#CC(CCC=C)(O)C1=CC=CC=C1 1-(4-chlorophenyl)-3-phenylhept-6-en-1-yn-3-ol